C(C)(C)(C)OC(=O)N1[C@H](CN([C@@H](C1)C)C(C)C1=C(C=C(C=C1)F)Br)C.CC(C)(C)CNC1=C(C2=C(S1)C(=CC=C2Br)F)C#N 2-methylpropane-2-yl-[(4-bromo-3-cyano-7-fluorobenzo[b]thiophene-2-yl)amino]methane tert-butyl-(2S,5R)-4-(1-(2-bromo-4-fluorophenyl)ethyl)-2,5-dimethylpiperazine-1-carboxylate